C(C)(C)(C)OC(=O)N1CC(C1)C=1C=CC=2N(C1)N=CC2C(=O)OC methyl 6-(1-(tert-butoxycarbonyl)azetidin-3-yl)pyrazolo[1,5-a]pyridine-3-carboxylate